3-(1,1-difluoro-2-((5-fluoropyridin-2-yl)amino)-2-oxoethyl)-N-(3,4-difluorophenyl)-4-fluorobenzamide FC(C(=O)NC1=NC=C(C=C1)F)(F)C=1C=C(C(=O)NC2=CC(=C(C=C2)F)F)C=CC1F